C1(=CC=CC=C1)CC(=O)OC(CC1=CC=CC=C1)=O Phenylacetic anhydride